BrCCOC1=CC(=C(C=C1)F)Cl 4-(2-bromoethoxy)-2-chloro-1-fluoro-benzene